N,N-bis-(2,3-epoxypropoxy)-aniline C(C1CO1)ON(C1=CC=CC=C1)OCC1CO1